t-octyl-acrylamide C(C)(C)(CC(C)(C)C)C(C(=O)N)=C